ethoxytetrapentyloxypentanol C(C)OC(C(C(O)(OCCCCC)OCCCCC)(OCCCCC)OCCCCC)CC